(R)-1-(2-(((2S,4R)-1-ethyl-4-fluoropyrrolidin-2-yl)methoxy)-8-fluoro-7-(8-Fluoro-3-hydroxynaphthalen-1-yl)-5-(propynyl)pyrido[4,3-d]pyrimidin-4-yl)-3-methylpiperidin-3-ol C(C)N1[C@@H](C[C@H](C1)F)COC=1N=C(C2=C(N1)C(=C(N=C2C#CC)C2=CC(=CC1=CC=CC(=C21)F)O)F)N2C[C@@](CCC2)(O)C